acetic acid (9,9-dimethylspiro[4.5]dec-2-en-10-yl) ester CC1(CCCC2(CC=CC2)C1OC(C)=O)C